4-(4-(3-(1-((1S,2R,3S,5R)-2-fluoro-1,5-dimethyl-8-azabicyclo[3.2.1]octan-3-yl)vinyl)-1,2,4-triazin-6-yl)-3-hydroxyphenyl)-1-methyl-1,3,5-triazin-2(1H)-one F[C@H]1[C@@]2(CC[C@](C[C@H]1C(=C)C=1N=NC(=CN1)C1=C(C=C(C=C1)C1=NC(N(C=N1)C)=O)O)(N2)C)C